C(C)(C)NC(=O)C1=CC=C2C=C(NC2=C1)C1=NC=C(C=C1)OC1=CC(=C(C=C1)C=1NC2=CC(=CC=C2C1)C(NC(C)C)=O)C(F)(F)F N-isopropyl-2-(5-(4-(6-(N-isopropylcarbamoyl)-1H-indol-2-yl)-3-(trifluoromethyl)phenoxy)pyridin-2-yl)-1H-indole-6-carboxamide